C(C)(C)C=1SC2=C(C(NNC2=O)=O)N1 2-isopropyl-5,6-dihydrothiazolo[4,5-d]pyridazine-4,7-dione